4-[1-(piperazin-1-yl)ethyl]benzonitrile N1(CCNCC1)C(C)C1=CC=C(C#N)C=C1